4-((cyclopropylmethyl)amino)-1-(imidazo[1,2-a]pyridin-5-yl)-7-(trifluoromethoxy)-quinazolin-2(1H)-one C1(CC1)CNC1=NC(N(C2=CC(=CC=C12)OC(F)(F)F)C1=CC=CC=2N1C=CN2)=O